5-bromo-2-(1-methyl-4-piperidinyl)thiazole BrC1=CN=C(S1)C1CCN(CC1)C